ClC1=CC=C2C=CN(C2=C1)C1=C(N)C=CC=C1 2-(6-chloro-1H-indol-1-yl)aniline